FC=1C=C(C=CC1F)C1(CCN(CC1)C=1SC=C(N1)C=1C(=NN(C1)C)C)O 4-(3,4-difluorophenyl)-1-(4-(1,3-dimethyl-1H-pyrazol-4-yl)thiazol-2-yl)piperidin-4-ol